C(C)OC(C1=C(C(=CC=C1)F)OC1=C(C=CC(=C1)C=CC1=CC(=C(C(=C1)OC)OC)OC)OC)=O 2-methoxy-5-(3,4,5-trimethoxystyryl)phenoxy-3-fluorobenzoic acid ethyl ester